C(C=C(C)C)N[C@@H](CC1=CNC2=CC=CC=C12)C(=O)O prenyl-tryptophan